6-(3-chloro-4-ethoxy-phenyl)-5-[4-[(3S)-1-(3-fluoro-propyl)pyrrolidin-3-yl]oxyphenyl]-8,9-dihydro-7H-benzo[7]annulen-2-ol ClC=1C=C(C=CC1OCC)C1=C(C2=C(CCC1)C=C(C=C2)O)C2=CC=C(C=C2)O[C@@H]2CN(CC2)CCCF